6-aza-cytidine-5'-triphosphate P(O)(=O)(OP(=O)(O)OP(=O)(O)O)OC[C@@H]1[C@H]([C@H]([C@@H](O1)N1C(=O)N=C(N)C=N1)O)O